(R)-N,N-diethyl-8-hydroxy-3,5-dimethyl-1-oxoisochromane-7-carboxamide C(C)N(C(=O)C1=CC(=C2C[C@H](OC(C2=C1O)=O)C)C)CC